2-methyl-1-(methylamino)propan-2-ol CC(CNC)(C)O